C(#N)C1=C(C(=O)OC)C=CC(=C1)N1CCN(CC1)C1CCC(CC1)N1C(C2=CC(=C(C=C2C1)NC(=O)C=1C=NN2C1N=CC=C2)OC(C)C)=O methyl 2-cyano-4-(4-((1r,4r)-4-(6-isopropoxy-1-oxo-5-(pyrazolo[1,5-a]pyrimidine-3-carboxamido)isoindolin-2-yl)cyclohexyl)piperazin-1-yl)benzoate